N1C(=CC2=C1C=CC=C2)N benzo[d]Azol-2-amine